N-(5-methyl-4-oxo-2,3,4,5-tetrahydrobenzo[b][1,4]oxazepin-3-yl)-5-(1-phenylcyclopropyl)-1H-imidazole-2-carboxamide CN1C2=C(OCC(C1=O)NC(=O)C=1NC(=CN1)C1(CC1)C1=CC=CC=C1)C=CC=C2